C(C)C1=C(C(=O)C2=C(C3=C(S2)C=C(C=C3)O)OC3=CC=C(C=C3)/C=C/C(=O)O)C=CC=C1 (E)-3-(4-((2-(2-Ethylbenzoyl)-6-hydroxybenzo[b]thiophen-3-yl)oxy)phenyl)acrylic acid